FC1=C(C=CC=C1F)SC methyl (2,3-difluorophenyl) sulfide